1,4-dicyano-2,5-bis(9H-carbazolyl)-3,6-dichlorobenzene C(#N)C1=C(C(=C(C(=C1Cl)C1=CC=CC=2C3=CC=CC=C3NC12)C#N)Cl)C1=CC=CC=2C3=CC=CC=C3NC12